7-fluoro-4-(2-methylthiazol-5-yl)-1H-pyrrolo[3,4-c]pyridin-3(2H)-one FC=1C2=C(C(=NC1)C1=CN=C(S1)C)C(NC2)=O